(S)-2-((3R,5R)-3,5-dimethylpiperazin-1-yl)-N-(3-(2-((2-fluoro-3-(methylsulfonyl)phenyl)amino)-5-methylpyrimidin-4-yl)-1H-indol-7-yl)-3-methoxypropanamide C[C@@H]1CN(C[C@H](N1)C)[C@H](C(=O)NC=1C=CC=C2C(=CNC12)C1=NC(=NC=C1C)NC1=C(C(=CC=C1)S(=O)(=O)C)F)COC